BrC1=CC(=C(O[C@H](CO)CF)C=C1)C(C)(F)F (R)-2-(4-bromo-2-(1,1-difluoroethyl)phenoxy)-3-fluoropropan-1-ol